2-(thiophen-3-ylmethoxy)ethanol S1C=C(C=C1)COCCO